5-(2-methylphenyl)-1,3,4-oxadiazole-2-carboxylic acid methyl ester COC(=O)C=1OC(=NN1)C1=C(C=CC=C1)C